2-amino-6,7-dihydropyrazolo[1,5-a]pyrazin-4(5H)-one NC1=NN2C(C(NCC2)=O)=C1